NC1=C(C=C(C=C1)S(=O)(=O)NC([2H])([2H])[2H])F 4-amino-3-fluoro-N-(methyl-d3)benzenesulfonamide